tert-butyl (2S,5S)-2-(hydroxymethyl)-5-methylpyrrolidine-1-carboxylate OC[C@H]1N([C@H](CC1)C)C(=O)OC(C)(C)C